C(C(=C)C)(=O)O.O(C1=CC=CC=C1)C(CO)OCCOCCOCCOCCOCCOCCOCCOCCO 2-Phenoxynonaethyleneglycol methacrylat